2-((6-((2,5-dichloropyrimidin-4-yl)amino)-1-ethyl-2-oxo-1,2-dihydro-1,8-naphthyridin-3-yl)oxy)-N-methylacetamide ClC1=NC=C(C(=N1)NC=1C=C2C=C(C(N(C2=NC1)CC)=O)OCC(=O)NC)Cl